[benzotriazol-1-yloxy(dimethylamino)methylene]-dimethyl-ammonium N1(N=NC2=C1C=CC=C2)OC(N(C)C)=[N+](C)C